NC=1C2=C(N=CN1)N(C(=C2C2=CCC(C=C2)=S(=O)(C(C)C)CC)C2=CC=C(C=C2)C=C(C(=O)N)C)C (4-(4-amino-5-(4-(ethyl-(isopropyl)(oxo)-1λ6-sulfanylidene)phenyl)-7-methyl-7H-pyrrolo[2,3-d]pyrimidin-6-yl)-phenyl)methacrylamide